1-hexylpyridinium bis(trifluoromethylsulfonyl)imide salt [N-](S(=O)(=O)C(F)(F)F)S(=O)(=O)C(F)(F)F.C(CCCCC)[N+]1=CC=CC=C1